C(CCC)C1=NC(=C(C(N1C1=C(C=CC=C1OC)OC)=O)CC=1C=NC(=CC1)C1=CC=C(C=C1)OC)O 2-butyl-3-(2,6-dimethoxyphenyl)-6-hydroxy-5-{[6-(4-methoxyphenyl)pyridin-3-yl]methyl}-3,4-dihydropyrimidin-4-one